tert-butyl-N-(((9H-fluoren-9-yl)methoxy)carbonyl)-N-isopentylglycine C(C)(C)(C)C(N(CCC(C)C)C(=O)OCC1C2=CC=CC=C2C=2C=CC=CC12)C(=O)O